6-chloro-3-(((R)-1-(2-cyano-3-((R)-3-((S)-1-hydroxyethyl)piperidin-1-yl)-7-methylquinoxalin-5-yl)ethyl)amino)picolinic acid ClC1=CC=C(C(=N1)C(=O)O)N[C@H](C)C1=C2N=C(C(=NC2=CC(=C1)C)C#N)N1C[C@@H](CCC1)[C@H](C)O